2-[4-amino-7-chloro-1-(propan-2-yl)-1H-pyrazolo[4,3-c]pyridin-3-yl]-N-methyl-1H-indole-6-carboxamide NC1=NC=C(C2=C1C(=NN2C(C)C)C=2NC1=CC(=CC=C1C2)C(=O)NC)Cl